C1(=CC=CC=C1)C1CCN(CC1)C(=O)C1=NNC=2CNCCC21 (4-phenylpiperidin-1-yl)(4,5,6,7-tetrahydro-1H-pyrazolo[3,4-c]pyridin-3-yl)methanone